N-(2,6-difluorophenyl)-5-fluoro-4-[4-methyl-5-oxo-3-(prop-2-yl)-4,5-dihydro-1H-1,2,4-triazol-1-yl]-2-{[(2S)-1,1,1-trifluoropropan-2-yl]oxy}benzamide FC1=C(C(=CC=C1)F)NC(C1=C(C=C(C(=C1)F)N1N=C(N(C1=O)C)C(C)C)O[C@H](C(F)(F)F)C)=O